ethyl 2-[[5-(3-chlorophenyl)-4-ethyl-3-[(4-methoxyphenyl)methoxy]pyridine-2-carbonyl]amino]acetate ClC=1C=C(C=CC1)C=1C(=C(C(=NC1)C(=O)NCC(=O)OCC)OCC1=CC=C(C=C1)OC)CC